C(C1=CC=CC=C1)OC(=O)NC1CN(CC2(C(C2)(F)F)C1)C(=O)OC(C)(C)C tert-Butyl 7-(benzyloxycarbonylamino)-2,2-difluoro-5-azaspiro[2.5]octane-5-carboxylate